Cl.Cl.NC1=CC=C(C(=N1)C)CNC([C@H](C)NC(=O)[C@@H]1NC[C@@H](C1)[C@@H](C)C1=CC=CC=C1)=O |&1:23| (2R,4S)-N-((S)-1-(((6-Amino-2-methylpyridin-3-yl)methyl)amino)-1-oxopropan-2-yl)-4-((±)-1-phenylethyl)pyrrolidine-2-carboxamide Dihydrochloride